FC(CNC1=C(C(=O)NC2CCC(CC2)NC2=CC=CC=3N2C=C(N3)C(F)(F)F)C=CC=C1)F 2-[(2,2-difluoroethyl)amino]-N-[(1s,4s)-4-{[2-(trifluoromethyl)imidazo[1,2-a]pyridin-5-yl]amino}cyclohexyl]benzamide